4-(benzyloxy)-2,6-dimethoxy-3,5-dimethylbenzoic acid C(C1=CC=CC=C1)OC1=C(C(=C(C(=O)O)C(=C1C)OC)OC)C